2-(tert-butoxycarbonyl)-6-oxa-2-azaspiro[4.5]decane-3-carboxylic acid C(C)(C)(C)OC(=O)N1CC2(CC1C(=O)O)OCCCC2